ethyl 2-(4-methoxybenzyl)-7-methyl-1,3-dioxo-1,2,3,5,6,7-hexahydropyrrolo[1,2-c]pyrimidine-4-carboxylate COC1=CC=C(CN2C(N3C(=C(C2=O)C(=O)OCC)CCC3C)=O)C=C1